disodium ethylene-diamine tetraacetate C(C)(=O)ON(CCN(OC(C)=O)OC(C)=O)OC(C)=O.[Na].[Na]